3,6-Dibutoxy-1,2-benzenedicarbonitrile C(CCC)OC1=C(C(=C(C=C1)OCCCC)C#N)C#N